4-((1-(2-(2,6-dioxopiperidin-3-yl)benzyl)piperidin-4-yl)ethynyl)-1-(((2S,3S,4S)-3-ethyl-4-fluoro-5-oxopyrrolidin-2-yl)methoxy)-7-methoxyisoquinoline-6-carboxamide O=C1NC(CCC1C1=C(CN2CCC(CC2)C#CC2=CN=C(C3=CC(=C(C=C23)C(=O)N)OC)OC[C@H]2NC([C@H]([C@H]2CC)F)=O)C=CC=C1)=O